CN(S(=O)(=O)N1C(=NC=C1)C)C N,N,2-trimethyl-1H-imidazole-1-sulfonamide